1-methyl-7-(1-methyl-1H-pyrazol-4-yl)-5-(4-(trifluoromethoxy)phenyl)-1,5-dihydro-4H-imidazo[4,5-c]pyridin-4-one CN1C=NC=2C(N(C=C(C21)C=2C=NN(C2)C)C2=CC=C(C=C2)OC(F)(F)F)=O